Methyl 1-(cyclobutylmethyl)-2-(((2S,4S)-4-((2-((2,4-difluorophenoxy)methyl)pyrimidin-4-yl)oxy)-2-methylpiperidin-1-yl)methyl)-1H-benzo[d]imidazole-6-carboxylate C1(CCC1)CN1C(=NC2=C1C=C(C=C2)C(=O)OC)CN2[C@H](C[C@H](CC2)OC2=NC(=NC=C2)COC2=C(C=C(C=C2)F)F)C